lithium 7-(hydroxymethyl)thieno[3,2-b]pyridine-2-carboxylate OCC1=C2C(=NC=C1)C=C(S2)C(=O)[O-].[Li+]